6-(1-methyl-1H-pyrazol-4-yl)-4-phenoxyisoquinoline CN1N=CC(=C1)C=1C=C2C(=CN=CC2=CC1)OC1=CC=CC=C1